ClC=1N=C(C2=C(N1)CCS2)NC2(CC2)C#N 1-((2-chloro-6,7-dihydrothieno[3,2-d]pyrimidin-4-yl)amino)cyclopropane-1-carbonitrile